P([O-])([O-])[O-].[Li+].[Li+].[Li+] trilithium phosphite